ClC1=C(C=C(C=C1)C=1C=NN(C1)C1=C(C(=NN1C)OS(=O)(=O)C(C(F)(F)F)(C(F)(F)F)F)C(F)(F)F)C(N(CCCOC)C1(CC1)C#N)=O [5-[4-[4-chloro-3-[(1-cyanocyclopropyl)-(3-methoxypropyl)carbamoyl] phenyl]pyrazol-1-yl]-1-methyl-4-(trifluoromethyl)pyrazol-3-yl]1,1,1,2,3,3,3-heptafluoropropane-2-sulfonate